C(=O)(O)[C@@H](CC=1C=CC2=C(C(=CO2)CN(CC=2C=C(C=CC2)C[C@H](C(=O)O)[C@@H]2CNCC2)CC=2C=C(C=CC2)C[C@H](C(=O)O)[C@@H]2CNCC2)C1)[C@@H]1CNCC1 (2S,2'S)-3,3'-(((((5-((S)-2-carboxy-2-((R)-pyrrolidin-3-yl)ethyl)benzofuran-3-yl)methyl)azanediyl)bis(methylene))bis(3,1-phenylene))bis(2-((R)-pyrrolidin-3-yl)propanoic acid)